BrC1=CC(=C(C=C1F)N1CCCCC1)[N+](=O)[O-] (4-bromo-5-fluoro-2-nitrophenyl)piperidine